trans-Octen C=CCCCCCC